C(C)C1=CC(=C(C(=C1O)C)C)C 6-ethyl-2,3,4-trimethylphenol